(4R,5S)-1-{4-[(8-{3-[(ethanesulfonyl)meth-yl]azetidin-1-yl}-5-(propan-2-yl)isoquinolin-3-yl)amino]pyrimidin-2-yl}-5-fluoro-3,3-dimethylpiperidin-4-ol C(C)S(=O)(=O)CC1CN(C1)C=1C=CC(=C2C=C(N=CC12)NC1=NC(=NC=C1)N1CC([C@H]([C@H](C1)F)O)(C)C)C(C)C